BrC1=CC=C(C=C1)[C@@H](C)NC([O-])=O [(R)-1-(4-bromophenyl)ethyl]carbamate